OC(COCC(O)O)O bis-hydroxyethyl ether